C(CCC)C1SC2=C(CO1)C=CC=C2 butyl-4H-3,1-benzoxathiin